1,3,5-tri(1-phenyl-1H-benzo[d]imidazol-2-yl)benzene C1(=CC=CC=C1)N1C(=NC2=C1C=CC=C2)C2=CC(=CC(=C2)C2=NC1=C(N2C2=CC=CC=C2)C=CC=C1)C1=NC2=C(N1C1=CC=CC=C1)C=CC=C2